C1=CC2=C(C=3C=CC=CC13)C=1C(=CC=C3C=CC=CC13)OP(O2)N2CCCCC2 (3,5-dioxa-4-phosphacyclohepta[2,1-a:3,4-a']dinaphthalen-4-yl)piperidine